(2S)-3-bromo-2-methyl-propionic acid methyl ester COC([C@@H](CBr)C)=O